O1[C@@H](COCC1)C=1C2=C(C(=NC1)OC)N=C(S2)NC(C2=CC=C(C(=O)O)C=C2)=O N-((R)-7-[1,4]Dioxan-2-yl-4-methoxy-thiazolo[4,5-c]pyridin-2-yl)-terephthalamic acid